S(=O)(=O)(ON1[C@@H]2CC[C@H](N(C1=O)C2)C(NC2CN(C2)S(N)(=O)=O)=N)O (2S,5R)-7-Oxo-2-(N-(1-sulfamoylazetidin-3-yl) carbamimidoyl)-1,6-diazabicyclo[3.2.1]octan-6-yl hydrogen sulfate